5-bromo-2,3-dichloropyridine BrC=1C=C(C(=NC1)Cl)Cl